C(C)(=O)N[C@H]1C(O)O[C@@H]([C@H]([C@@H]1O)O[C@H]1[C@H](O)[C@@H](O)[C@@H](O)[C@H](O1)CO)CO 2-Acetamido-2-deoxy-D-lactose